C(CCCCC)C1=CC=C(C=C1)C#CC1=C(C(=C(C(=C1C#CC1=CC=C(C=C1)CCCCCC)C#CC1=CC=C(C=C1)CCCCCC)C#CC1=CC=C(C=C1)CCCCCC)C#CC1=CC=C(C=C1)CCCCCC)C#CC1=CC=C(C=C1)CCCCCC 1,2,3,4,5,6-hexa[2-(4-hexylphenyl)ethynyl]benzene